C(C=C)C1=CN=C(C=2N1C(=NC2Br)[C@H]2C[C@@H](CCC2)NC(OCC2=CC=CC=C2)=O)Cl Benzyl N-[(1R,3R)-3-(5-allyl-1-bromo-8-chloro-imidazo[1,5-a]pyrazin-3-yl) cyclohexyl]-carbamate